3-bromo-5-(3-cyclopropyl-phenoxy)-N-[2-(2,4-dichlorophenyl)-2-fluoro-ethyl]pyridine-4-carboxamide BrC=1C=NC=C(C1C(=O)NCC(F)C1=C(C=C(C=C1)Cl)Cl)OC1=CC(=CC=C1)C1CC1